O[C@@H]1C[C@H](N(C1)C([C@H](C(C)(C)C)NC(=O)CCCCCCCNC(OC(C)(C)C)=O)=O)C(NCC1=CC=C(C=C1)C1=C(N=CS1)C)=O tert-butyl N-(7-[[(2S)-1-[(2S,4R)-4-hydroxy-2-([[4-(4-methyl-1,3-thiazol-5-yl)phenyl]meth-yl]carbamoyl)pyrrolidin-1-yl]-3,3-dimethyl-1-oxobutan-2-yl]carbamoyl]heptyl)carbamate